NCCC(C)C1=NC(=NC(=C1)C1=C(C=CC=C1C)C)NS(=O)(=O)C=1C=C(C(=O)O)C=CC1 3-[[4-(3-Amino-1-methyl-propyl)-6-(2,6-dimethylphenyl)pyrimidin-2-yl]sulfamoyl]benzoic acid